ClC1=CC=C2C(=CC=NC2=C1)NC(C)CCCCl 7-chloro-N-(5-chloropentan-2-yl)quinolin-4-amine